1-dodecylhexahydro-2H-azepin-2-one C(CCCCCCCCCCC)N1C(CCCCC1)=O